1-(2,4,5-trifluorobenzyl)-6-(6-chloro-2-methyl-2H-indazol-5-yloxy)-3-((1-methyl-1H-1,2,4-triazol-3-yl)methyl)pyrimidine-2,4(1H,3H)-dione FC1=C(CN2C(N(C(C=C2OC2=CC3=CN(N=C3C=C2Cl)C)=O)CC2=NN(C=N2)C)=O)C=C(C(=C1)F)F